CN(CCC1=CNC2=CC(=CC=C12)OC(CCC(=O)O)=O)C 4-((3-(2-(dimethylamino)ethyl)-1H-indol-6-yl)oxy)-4-oxobutanoic acid